4-amino-1,3-dihydro-benzimidazole NC1=CC=CC=2NCNC21